Methyl (S)-2-benzyl-5-methyl-1,1-dioxo-1,2,5-thiadiazolidine-3-carboxylate C(C1=CC=CC=C1)N1S(N(C[C@H]1C(=O)OC)C)(=O)=O